OC(C(=O)C1=CC=CC=C1)(C)C 2-Hydroxy-2-methylpropiophenone